5-tetraphenyl-3,3-dimethyl-1,5-bis(3-aminopropyl) trisiloxane methyl 5-[2-(1,3-dioxolan-2-yl)-3-[(4-methoxyphenyl)methoxy]phenyl]-2-methylpyrazole-3-carboxylate O1C(OCC1)C1=C(C=CC=C1OCC1=CC=C(C=C1)OC)C=1C=C(N(N1)C)C(=O)OC.C1(=CC=CC2=CC=C3C=C4C=CC=CC4=CC3=C12)[SiH](O[Si](O[SiH2]CCCN)(C)C)CCCN